Cl.N1CC2(CC1)CC1=NC=CC=C1O2 3H-spiro[furo[3,2-b]pyridine-2,3'-pyrrolidine] hydrogen chloride